1,1'-(4-methyl-1,3-phenylene)bis(3,3-dibutylurea) CC1=C(C=C(C=C1)NC(=O)N(CCCC)CCCC)NC(=O)N(CCCC)CCCC